C(CCCC)OC(CCCCC1(SC(=CC1Br)C1=CC=C(C=C1)C=C)C1=CC=CC=C1)=O 3-bromo-2-phenyl-5-(4-vinylphenyl)thiophenePentanoic acid amyl ester